[N+](=O)([O-])OCC(O)CO[N+](=O)[O-] glycerin 1,3-dinitrate